CC1OC2=C(C(C1)=O)C=CC(=C2)C2=NC(=NO2)C=2C=NC=CC2 2-methyl-7-[3-(pyridin-3-yl)-1,2,4-oxadiazol-5-yl]-3,4-dihydro-2H-1-benzopyran-4-one